Cl.C(C)N(CCOC(=O)C=1N2C(C(C2SCC1COC(=O)N)(NC(CC=1SC=CC1)=O)OC)=O)CC 3-[[(aminocarbonyl)oxy]methyl]-7-methoxy-8-oxo-7-[(2-thienylacetyl)amino]-5-thia-1-azabicyclo[4.2.0]oct-2-ene-2-carboxylic acid 2-diethylaminoethyl ester hydrochloride